ClC=1C=C(C=C2C(=C(C=NC12)C#N)NCC(C)(C)C)N[C@H](C=1N=NN(C1)C1(CC1)C(F)(F)F)C=1C=2N(C=CC1)C=NC2 (S)-8-chloro-6-((imidazo[1,5-a]pyridin-8-yl(1-(1-(trifluoromethyl)cyclopropyl)-1H-1,2,3-triazol-4-yl)methyl)amino)-4-(neopentylamino)quinoline-3-carbonitrile